2-cyclooctene C1C=CCCCCC1